C(C)(=O)N1CCC(CC1)C(=O)OCCN1N=C(C=2C(NCC3(CCOCC3)CC21)=O)CC 2-(3-ethyl-4-oxo-spiro[6,8-dihydro-5H-pyrazolo[4,3-c]azepine-7,4'-tetrahydropyran]-1-yl)ethyl 1-acetylpiperidine-4-carboxylate